CC1=NC(=CC(=N1)NC1=C(C(=O)NOCC)C(=CC=N1)NC1=C(C(=CC(=C1)F)C1=NC=C(C=N1)F)OC)C ((2,6-dimethyl-pyrimidin-4-yl)amino)-N-ethoxy-4-((5-fluoro-3-(5-fluoropyrimidin-2-yl)-2-methoxyphenyl)amino)nicotinamide